C1(CC12CNCC2)C(=O)O 5-Aza-spiro[2.4]heptane-1-carboxylic acid